[Na+].C(CCCC)(=O)[O-].[Ca+2].C(CCCC)(=O)[O-].C(CCCC)(=O)[O-] calcium valerate, sodium salt